OC1=C(C=CC=C1)C=1SC[C@H](N1)[C@@H]1SC[C@@H](N1C)C(=O)O (2S,4S)-2-((S)-2-(2-hydroxyphenyl)-4,5-dihydrothiazol-4-yl)-3-methylthiazolidine-4-carboxylic acid